C1(CC1)C=1C=CC=2N(C1)C=C(N2)C(C)NC2=CC(=C(C=C2)S(=O)(=O)NC(OC(C)(C)C)=O)NC(=O)[C@@H]2[C@H](C2)C2=NC=CC(=N2)C tert-butyl ((4-((1-(6-cyclopropylimidazo[1,2-a]pyridin-2-yl)ethyl)amino)-2-((1S,2S)-2-(4-methylpyrimidin-2-yl)cyclopropane-1-carboxamido)phenyl)sulfonyl)carbamate